OCCCCCCCCCS(=O)(=O)[O-] 9-hydroxynonane-1-sulfonate